N-(3-((2-((1-methyl-1H-pyrazol-4-yl)amino)-5-(4-(trifluoromethyl)phenyl)pyrimidin-4-yl)amino)phenyl)acrylamide CN1N=CC(=C1)NC1=NC=C(C(=N1)NC=1C=C(C=CC1)NC(C=C)=O)C1=CC=C(C=C1)C(F)(F)F